FC1CC(N(C1)C(=O)C12CC(C1)(C2)C=O)C2=CC(=CC=C2)F 3-(4-fluoro-2-(3-fluorophenyl)pyrrolidine-1-carbonyl)bicyclo[1.1.1]Pentane-1-Formaldehyde